3-(2,3-dioxo-3,4-dihydroquinoxalin-1(2H)-yl)propyl L-valinate hydrochloride salt Cl.N[C@@H](C(C)C)C(=O)OCCCN1C(C(NC2=CC=CC=C12)=O)=O